5-(aminomethyl)naphthalene-2-sulfonic acid NCC1=C2C=CC(=CC2=CC=C1)S(=O)(=O)O